N-(2-fluoro-5-(1-isopropylazetidine-3-carboxamido)pyridin-3-yl)-6-(1-methyl-1H-pyrazol-4-yl)pyrazolo[1,5-a]pyrazine-3-carboxamide FC1=NC=C(C=C1NC(=O)C=1C=NN2C1C=NC(=C2)C=2C=NN(C2)C)NC(=O)C2CN(C2)C(C)C